N[C@@H](C(C)C)C(=O)N[C@@H](C)C(=O)NCCCN(C(CO)=O)[C@H](C(C)(C)C)C=1N(C=C(N1)C1=C(C=CC(=C1)F)F)CC1=CC=CC=C1 valyl-N-{3-[{(1R)-1-[1-benzyl-4-(2,5-difluorophenyl)-1H-imidazol-2-yl]-2,2-dimethylpropyl}(glycoloyl)amino]propyl}-L-alaninamide